F[C@@H]1C[C@H](N(C1)C(CN1N=CC=C1C)=O)C(=O)N[C@@H](C1=CC=CC=C1)C1=NC(=C(C=C1)C(C)C)F (2S,4R)-4-fluoro-N-[(S)-[6-fluoro-5-(propan-2-yl)pyridin-2-yl](phenyl)methyl]-1-[2-(5-methyl-1H-pyrazol-1-yl)acetyl]pyrrolidine-2-carboxamide